tert-butyl 5-amino-4-(6-bromo-1-oxo-7-(((trifluoromethyl)sulfonyl)oxy)isoindolin-2-yl)-5-oxopentanoate NC(C(CCC(=O)OC(C)(C)C)N1C(C2=C(C(=CC=C2C1)Br)OS(=O)(=O)C(F)(F)F)=O)=O